1-(9Z,12Z-heptadecadienoyl)-2-(11Z-eicosenoyl)-glycero-3-phospho-(1'-sn-glycerol) CCCCCCCC/C=C\CCCCCCCCCC(=O)O[C@H](COC(=O)CCCCCCC/C=C\C/C=C\CCCC)COP(=O)(O)OC[C@H](CO)O